C(C)(=O)OC1=C(C(=C(C=C1)C=O)[N+](=O)[O-])OC 4-formyl-2-methoxy-3-nitrophenyl acetate